NC1=NC=2C=CC(=CC2C2=C1N(N=C2)C)C(=O)N2[C@@H](COCC2)C2=CC=C(C=C2)OC(F)(F)F (4-amino-3-methyl-3H-pyrazolo[3,4-c]quinolin-8-yl)((3R)-3-(4-(trifluoromethoxy)phenyl)-4-morpholinyl)methanone